6-aminoquinolone C1=CC2=C(C=CC(=O)N2)C=C1N